1-(5-(3-chloroimidazo[1,2-a]pyrimidin-6-yl)pyrrolo[2,1-f][1,2,4]triazin-2-yl)-N4-methylcyclohexane-1,4-diamine ClC1=CN=C2N1C=C(C=N2)C=2C=CN1N=C(N=CC12)C1(CCC(CC1)NC)N